4-[3-chloro-4-(3-fluorobenzyloxy)phenylamino]-6,7-bis[2-(4-morpholinyl)ethoxy]quinazoline ClC=1C=C(C=CC1OCC1=CC(=CC=C1)F)NC1=NC=NC2=CC(=C(C=C12)OCCN1CCOCC1)OCCN1CCOCC1